tris(ethylmethylamino)(t-butylimino)tantalum C(C)N(C)[Ta](=NC(C)(C)C)(N(CC)C)N(CC)C